COC(=O)C1=NC(=C(N=C1N)N1N=CC=N1)Br 3-amino-6-bromo-5-(2H-1,2,3-triazol-2-yl)pyrazine-2-carboxylic acid methyl ester